2-ethyl oxobutanoate O=C(C(=O)OCC)CC